ClC1=CC2=C(\C(\C(C=3C(=NC=NC23)N)(C)C)=N/OC)C=C1OC (6Z)-9-chloro-8-methoxy-6-methoxyimino-5,5-dimethyl-benzo[h]quinazolin-4-amine